O=C1NC(CCC1NC1=CC=C(C=C1)[C@@H]1CCN(C2(CC2)C1)C(=O)OC(C)(C)C)=O tert-butyl (7R)-7-[4-[(2,6-dioxo-3-piperidyl)amino]phenyl]-4-azaspiro[2.5]octane-4-carboxylate